triaminotrimethoxysilane NC(O[SiH](OC)OC)(N)N